1-cyclopropyl-1H-1,2,3-triazole-4-carboxylic acid C1(CC1)N1N=NC(=C1)C(=O)O